2-bromopyridin-4-ol BrC1=NC=CC(=C1)O